C1(CCCC1)NC(OC1=CC(=CC=C1)C=1C=NC=C(C1)C=1SC=CN1)=O 3-(5-(thiazol-2-yl)pyridin-3-yl)phenyl cyclopentylcarbamate